7-bromo-4-(cyclopropylamino)quinazolin-2(1H)-one BrC1=CC=C2C(=NC(NC2=C1)=O)NC1CC1